[Na+].[Na+].CN1N=C(C(N=C1SCC1=C(N2C(CC2SC1)=O)C(=O)[O-])=O)O.CN1N=C(C(N=C1SCC1=C(N2C(CC2SC1)=O)C(=O)[O-])=O)O 3-[[(2-methyl-6-hydroxy-5-oxo-2,5-dihydro-1,2,4-triazin-3-yl)thio]methyl]-8-oxo-5-thia-1-azabicyclo[4.2.0]oct-2-ene-2-carboxylic acid disodium salt